C(=O)(O)C1=CC=C(C=C1)[C@@H]1CC[C@H](CC1)CCCCCCC 1-carboxy-4-(trans-4-heptyl-cyclohexyl)benzene